FC1=C(C=CC(=C1)OC(F)(F)F)C1(CC1)C(=O)NC=1C=CC(=C(C(=O)OC)C1)C=1C=NC(=CC1)C(F)(F)F Methyl 5-[({1-[2-fluoro-4-(trifluoromethoxy) phenyl]cyclopropyl}carbonyl) amino]-2-[6-(trifluoromethyl) pyridin-3-yl]benzoate